3-[3-[1-[5-[5-[(4,6-difluoro-1H-indol-5-yl)oxy]-2-fluoro-phenyl]-1,2,4-oxadiazol-3-yl]ethyl]-2-fluoro-phenyl]propanoic acid FC1=C2C=CNC2=CC(=C1OC=1C=CC(=C(C1)C1=NC(=NO1)C(C)C=1C(=C(C=CC1)CCC(=O)O)F)F)F